2-phenylimino-N-isopropyl-5-(4-dimethylaminobenzylidene)thiazol-4-one C1(=CC=CC=C1)N=C1SC(C(N1C(C)C)=O)=CC1=CC=C(C=C1)N(C)C